FC1=CC(=C(C=C1)/C=C/C=N[C@@H](CCCN\C(\N)=N\[H])C(=O)O)O (E)-N2-[(2E)-3-(4-fluoro-2-hydroxyphenyl)prop-2-en-1-ylidene]-L-arginine